tert-Butyl 5-(4,4,5,5-tetramethyl-1,3,2-dioxaborolan-2-yl)-3H-spiro[benzo-furan-2,4'-piperidine]-1'-carboxylate CC1(OB(OC1(C)C)C=1C=CC2=C(CC3(CCN(CC3)C(=O)OC(C)(C)C)O2)C1)C